OC(C1=CC=CC=C1)C=1C=C(OC2=C(C=CC=C2)/C(/C(=O)OC)=C\OC)C=CC1 methyl (E)-2-(2-[3-(alpha-hydroxybenzyl)-phenoxy]phenyl)-3-methoxyacrylate